N1=C(C=CC=C1)NCC1CN(CC1)C(=O)NC1=CC=C(C=C1)OC(F)(F)F 3-{[(Pyridin-2-yl)amino]methyl}-N-[4-(trifluoromethoxy)phenyl]pyrrolidine-1-carboxamide